FC(S(=O)(=O)OC1=CCC2(CCN(CC2)C(=O)OC(C)(C)C)CC1)(F)F tert-butyl 9-(((trifluoromethyl) sulfonyl) oxy)-3-azaspiro[5.5]undec-8-ene-3-carboxylate